C(C)(C)C1=C(NC2=CC(=C(C=C12)C1CCNCC1)C(F)(F)F)C1=C2C(=NC=C1)NN=C2 4-(3-isopropyl-5-(piperidin-4-yl)-6-(trifluoromethyl)-1H-indol-2-yl)-1H-pyrazolo[3,4-b]Pyridine